5-(2-ethoxy-1H-imidazol-4-yl)-2-methoxypyridine C(C)OC=1NC=C(N1)C=1C=CC(=NC1)OC